C1(=CC(=CC=C1)C1=NN(C=C1)CC=1C=CC(=NC1)NC(CC)=O)C1=CC=CC=C1 N-(5-((3-([1,1'-biphenyl]-3-yl)-1H-pyrazol-1-yl)methyl)pyridin-2-yl)propionamide